4-t-butyl-6-methylresorcinol diacetate C(C)(=O)OC1=CC(OC(C)=O)=C(C=C1C)C(C)(C)C